2-(1H-imidazol-4-yl)ethyl carbamimidothioate C(N)(=N)SCCC=1N=CNC1